6,6-dimethyl-3-(4-nitrobenzamido)-4,6-dihydropyrrolo[3,4-c]pyrazole-5(1H)-carboxylic acid tert-butyl ester C(C)(C)(C)OC(=O)N1C(C=2NN=C(C2C1)NC(C1=CC=C(C=C1)[N+](=O)[O-])=O)(C)C